CC(C#CC(C)(OOC(C)(C)C)C)(C)OOC(C)(C)C dimethyl-2,5-di(tert-butylperoxy)hexyn